5-methyl-1,3,4-thiadiazole-2-sulfonic acid CC1=NN=C(S1)S(=O)(=O)O